C1(=CC=C(C=C1)O[Si](O)(C1=CC=C(C=C1)C)C1=CC=C(C=C1)C)C tris(4-tolyl)silandiol